C[C@H](CCC(=C)C(C)C)[C@H]1CC[C@@H]2[C@@]1(CCC3=C2CC[C@@H]4[C@@]3(CC[C@@H](C4)O)C)C The molecule is a 3beta-sterol having a 5alpha-ergostane skeleton with a methylidene group at C-24 and double bonds at the C-8 and C-24(28) positions. It has a role as a Saccharomyces cerevisiae metabolite. It derives from a hydride of a 5alpha-ergostane.